C(CCCCC)(=O)OC=1C(OC(CCCCC)=O)=CC(=CC1Cl)CC=C 4-allyl-6-chlorocatechol di-n-hexanoate